7-(6-(3-((tert-butyldimethylsilyl)oxy)propyl)pyridin-3-yl)-5-(2,2,2-trifluoroethyl)-5H-pyrido[4,3-b]indole [Si](C)(C)(C(C)(C)C)OCCCC1=CC=C(C=N1)C=1C=CC=2C3=C(N(C2C1)CC(F)(F)F)C=CN=C3